COC1=C(C=CC(=C1)OC)N1CCN(CC1)S(=O)(=O)C1=CC=C(C=C1)NC(NCC=1C=NC=CC1)=O 3-{4-[4-(2,4-dimethoxyphenyl)piperazine-1-sulfonyl]phenyl}-1-(pyridin-3-ylmethyl)urea